1-(4-Chloro-2-fluorophenyl)-2-(2,6-dibromophenoxy)ethanol ClC1=CC(=C(C=C1)C(COC1=C(C=CC=C1Br)Br)O)F